BrC=1C=NC=CC1NN (3-bromo-pyridin-4-yl)-hydrazine